gamma-methacryloylpropyl-oxypropyl-trimethoxysilane C(C(=C)C)(=O)CCCOCCC[Si](OC)(OC)OC